1,2-di{1,5-di(methoxycarbonyl)-3-(pyridin-2-ylmethyl)-9-oxo-2,4-di(pyridin-2-yl)-3,7-diazabicyclo[3.3.1]nonan-7-yl}ethane COC(=O)C12C(N(C(C(CN(C1)CCN1CC3(C(N(C(C(C1)(C3=O)C(=O)OC)C3=NC=CC=C3)CC3=NC=CC=C3)C3=NC=CC=C3)C(=O)OC)(C2=O)C(=O)OC)C2=NC=CC=C2)CC2=NC=CC=C2)C2=NC=CC=C2